F[C@]1(CN(CC[C@H]1O)C1=NC=CC(=N1)NC=1C=C2C(=CN=C(C2=CN1)N1CC(C1)C#N)C(C)C)C 1-(6-((2-((3S,4R)-3-fluoro-4-hydroxy-3-methylpiperidin-1-yl)pyrimidin-4-yl)amino)-4-isopropyl-2,7-naphthyridin-1-yl)azetidine-3-carbonitrile